(R)-2-Amino-3-iodo-N-(1-(pyrimidin-2-yl)ethyl)-N-((5-(trifluoromethyl)pyridin-2-yl)methyl)quinoline-6-carboxamide NC1=NC2=CC=C(C=C2C=C1I)C(=O)N(CC1=NC=C(C=C1)C(F)(F)F)[C@H](C)C1=NC=CC=N1